tert-butyl 3-((3-(((R)-1-(3-(5-(((S)-3-aminopyrrolidin-1-yl)methyl)thiophen-2-yl)phenyl)ethyl)carbamoyl)-4-methylphenyl)amino)azetidine-1-carboxylate formate C(=O)O.N[C@@H]1CN(CC1)CC1=CC=C(S1)C=1C=C(C=CC1)[C@@H](C)NC(=O)C=1C=C(C=CC1C)NC1CN(C1)C(=O)OC(C)(C)C